C1(CCC1)C([C@@H](C(NC1=CC=C(C=C1)C=1C(=NNC1C)C)=O)NC(=O)C=1N(N=CC1)C(C)C)C N-[(1S)-2-cyclobutyl-1-[[4-(3,5-dimethyl-1H-pyrazol-4-yl)phenyl]carbamoyl]propyl]-2-isopropyl-pyrazole-3-carboxamide